(2-thienyl)-methylxanthate potassium [K+].S1C(=CC=C1)COC(=S)[S-]